Methyl-2-(6-chloro-1-(cyclopropylmethyl)-1H-pyrrolo[2,3-b]pyridin-2-yl)-4-methoxy-3-methylpyrazolo[1,5-a]pyridine-6-carboxylate COC(=O)C=1C=C(C=2N(C1)N=C(C2C)C2=CC=1C(=NC(=CC1)Cl)N2CC2CC2)OC